benzofuro[3,2-b]pyridine N1=C2C(=CC=C1)OC1=C2C=CC=C1